tert-Butyl [(6-bromo-3-hydroxypyridin-2-yl)methyl][(2S)-2-hydroxybutyl]carbamate BrC1=CC=C(C(=N1)CN(C(OC(C)(C)C)=O)C[C@H](CC)O)O